(5S)-5,6-dihydro-5-(phenylmethyl)-2-(2,4,6-trimethylphenyl)-8H-1,2,4-Triazolo[3,4-c][1,4]oxazinium tetrafluoroborate F[B-](F)(F)F.C1(=CC=CC=C1)C[C@@H]1N2C(COC1)=[NH+]N(C2)C2=C(C=C(C=C2C)C)C